8-(2-Bromo-3-chlorophenyl)-7-methylimidazo[1,2-c]pyrimidin BrC1=C(C=CC=C1Cl)C=1C=2N(C=NC1C)C=CN2